ClC1=C(C=C2C(=C(N=NC2=C1)C1=CC(=CC(=C1)C)Cl)N1CCC(CC1)NC1COC1)C=1C=C(C(=O)N)C=C(C1)F 3-[7-Chloro-3-(3-chloro-5-methylphenyl)-4-{4-[(oxetan-3-yl)amino]piperidin-1-yl}cinnolin-6-yl]-5-fluorobenzamid